CN1C(C2(C3=C1C=NC=1C=CC(=CC31)C=3C=C(C(=NC3)OCCCN3CCOCC3)NS(=O)(=O)C)CCC2)=O N-(5-(3'-Methyl-2'-oxo-2',3'-dihydrospiro[cyclobutane-1,1'-pyrrolo[2,3-c]quinolin]-8'-yl)-2-(3-morpholinopropoxy)pyridin-3-yl)methanesulfonamide